S(=O)(=O)(C1=CC=C(C)C=C1)NC(NC1=C(C=CC=C1)NS(=O)(=O)C1=C(C(=O)OC)C=CC=C1)=O methyl 2-(N-(2-(3-tosylureido)phenyl) sulfamoyl)benzoate